BrC1CC(C1)COC1CN(C1)C(=O)OCC1=CC=CC=C1 Benzyl 3-[(3-bromocyclobutyl)methoxy]azetidine-1-carboxylate